The molecule is a member of the class of xanthones that is 9H-xanthen-9-one substituted by hydroxy groups at positions 2 and 8 and methoxy groups at positions 1 and 6. It has a role as a plant metabolite. It is a member of xanthones, a polyphenol and an aromatic ether. COC1=CC(=C2C(=C1)OC3=C(C2=O)C(=C(C=C3)O)OC)O